BrCC1=CC(=CC(=C1)CBr)CBr 1,3,5-tris(bromomethyl)-benzene